NC=1C=2N(C=CN1)C(=NC2C2=CC=C(CNC(C1=C(C=CC(=C1)F)OC)=O)C=C2)C2(CC2)C(F)(F)F N-(4-(8-amino-3-(1-(trifluoromethyl)cyclopropyl)imidazo[1,5-a]pyrazin-1-yl)benzyl)-5-fluoro-2-methoxybenzamide